Cl.C(C)N1C(=CC2=CC=CC=C12)C1=NC2=C(N1C)C=CC(=C2)C(=O)N2C[C@@H](CCC2)N (3R)-1-{[2-(1-Ethyl-1H-indol-2-yl)-1-methyl-1H-benzimidazol-5-yl]carbonyl}-3-piperidinamine, hydrochloride salt